C(C)(C)(C)[Si](C1=CC=CC=C1)(C1=CC=CC=C1)OC[C@@H]1[C@@H](C1)C#C tert-butyl(((1S,2R)-2-ethynylcyclopropyl)methoxy)diphenylsilane